6-(3-(1H-indol-6-yl)ureido)-4-benzyl-3,4-dihydro-2H-benzo[b][1,4]oxazine-3-carboxamide N1C=CC2=CC=C(C=C12)NC(NC1=CC2=C(OCC(N2CC2=CC=CC=C2)C(=O)N)C=C1)=O